CNS(=O)(=O)C1=CC(=C(C=C1)NC1=NC=CC=C1)C=1N=CN(C1)C (E)-N-methyl-3-(1-methylimidazol-4-yl)-4-(2-pyridylamino)benzenesulfonamide